COCC(=O)N1CCC(CC1)C1=NC(=NC(=C1)N1[C@@H](COCC1)C)C1=C2C(=NC=C1)NC=C2 2-Methoxy-1-(4-{6-[(3R)-3-methylmorpholin-4-yl]-2-{1H-pyrrolo[2,3-b]pyridin-4-yl}pyrimidin-4-yl}piperidin-1-yl)ethan-1-one